dihydrogen phosphate, potassium salt [K+].P(=O)(O)(O)[O-]